BrCC1=NC=CC(=C1)OC1=CC(=C(N)C=C1)F 4-((2-(bromomethyl)pyridin-4-yl)oxy)-2-fluoroaniline